ClC=1C(=NC(=NC1)NC1=NC=C(C=C1)N1CCNCC1)C=1C2=C(C(=NC1)OC)CCC2 5-chloro-4-(1-methoxy-6,7-dihydro-5H-cyclopenta[c]pyridin-4-yl)-N-(5-(piperazin-1-yl)pyridin-2-yl)pyrimidin-2-amine